FC1(CCN(CC1)C(=O)C=1C=CC(=NC1)N1C=CC2=CC(=CC=C12)C#N)F 1-(5-(4,4-difluoropiperidine-1-carbonyl)pyridin-2-yl)-1H-indole-5-carbonitrile